CC1=C(C=CC=C1/C=C/C1=C(C=C(CN2[C@@H](CCCC2)C(=O)O)C=C1)C(F)(F)F)C1=CC=CC=C1 (S,E)-1-(4-(2-(2-Methyl-[1,1'-biphenyl]-3-yl)vinyl)-3-trifluoromethylbenzyl)piperidine-2-carboxylic acid